bromo-4-methyl-[2,5'-bipyrimidine]-5-Carboxylic acid BrC1=C(C(=NC(=N1)C=1C=NC=NC1)C)C(=O)O